N-[(3R)-8-fluoro-7-[5-(1-methyl-1-methylsulfonyl-ethyl)-1,2,4-oxadiazol-3-yl]-4-oxo-3,5-dihydro-2H-1,5-benzothiazepine-3-Yl]carbamic acid tert-butyl ester C(C)(C)(C)OC(N[C@H]1CSC2=C(NC1=O)C=C(C(=C2)F)C2=NOC(=N2)C(C)(S(=O)(=O)C)C)=O